diisobutyl-1,1'-biphenyl C(C(C)C)C1=CC=C(C=C1)C1=CC=C(C=C1)CC(C)C